2,4-dipropyl-1,3,2,4-dioxadibismetane C(CC)[Bi]1O[Bi](O1)CCC